methyl 6-fluoro-1,3-dihydroisobenzofuran-5-carboxylate FC1=C(C=C2COCC2=C1)C(=O)OC